4-[4-(2,3-dihydro-1,4-benzodioxin-6-yl)-3-methyl-1,2-oxazol-5-yl]benzene-1,3-diol O1CCOC2=C1C=CC(=C2)C=2C(=NOC2C2=C(C=C(C=C2)O)O)C